4-(3-methoxy-3-methylazetidin-1-yl)-2-(morpholin-4-yl)-8-[1-(tetrahydro-2H-pyran-2-yl)-1H-pyrazol-5-yl]-1,7-naphthyridine COC1(CN(C1)C1=CC(=NC2=C(N=CC=C12)C1=CC=NN1C1OCCCC1)N1CCOCC1)C